2-chloro-5-[3-chloro-5-(trifluoromethyl)-2-pyridinyl]-benzoate ClC1=C(C(=O)[O-])C=C(C=C1)C1=NC=C(C=C1Cl)C(F)(F)F